tert-butyl 4-[[4-(2-bromo-4-methoxycarbonyl-phenoxy)phenoxy]methyl]piperidine-1-carboxylate BrC1=C(OC2=CC=C(OCC3CCN(CC3)C(=O)OC(C)(C)C)C=C2)C=CC(=C1)C(=O)OC